3-ethoxy-4-(1-methylethyl)benzene C(C)OC=1C=CC=CC1C(C)C